NCC=1C(=NC=CC1)C1C(NC(CC1)=O)=O 3-(3-(Aminomethyl)pyridin-2-yl)piperidine-2,6-dione